1-ethyl-5-(trifluoromethyloxy)-1H-1,3-benzodiazol C(C)N1C=NC2=C1C=CC(=C2)OC(F)(F)F